(tetrahydro-2H-pyran-3-yl)-1H-benzo[d]imidazole-carboxylic acid O1CC(CCC1)N1C(=NC2=C1C=CC=C2)C(=O)O